1-(pyrimidin-2-yl)propan-1-amine hydrochloride Cl.N1=C(N=CC=C1)C(CC)N